C[N+](CC(=O)O)(CCCCCCCCCCCC)C.C1(=CC=CC=C1)S(=O)(=O)OCCCCCCCCCCCCCCCC.[Na+] sodium hexadecyl benzenesulfonate, dimethyl-dodecyl-carboxymethyl-ammonium salt